6-[4-[(3R,4R)-3-amino-4-methoxy-pyrrolidin-1-yl]-1-piperidyl]-N,N-dimethyl-3-(8-methylimidazo[1,2-a]pyridin-6-yl)pyridin-2-amine N[C@@H]1CN(C[C@H]1OC)C1CCN(CC1)C1=CC=C(C(=N1)N(C)C)C=1C=C(C=2N(C1)C=CN2)C